C(C)(=O)N[C@@H](CC(=O)O)C(=O)NC(C(=O)NCC1=C(C=CC(=C1)OCCC1CNCCC1)C)C=1C=NNC1 (3S)-3-acetamido-4-((2-((2-methyl-5-(2-(piperidin-3-yl)ethoxy)benzyl)amino)-2-oxo-1-(1H-pyrazol-4-yl)ethyl)amino)-4-oxobutanoic acid